4-(1H-imidazol-4-yl)phenol N1C=NC(=C1)C1=CC=C(C=C1)O